FC1=CC2=C(NC3(CCNCC3)CCC2=O)C=C1 7-fluoro-3,4-dihydrospiro[benzo[b]azepine-2,4'-piperidin]-5(1H)-one